FC1=C(CC2=CC(=CN2C)C(=O)NC2CCOCC2)C(=CC=C1)F 5-(2,6-difluorobenzyl)-1-methyl-N-(tetrahydro-2H-pyran-4-yl)-1H-pyrrole-3-carboxamide